COCC=1C=NC=C(C(=O)N)C1 5-(methoxymethyl)nicotinamide